N-[2-(p-toluenesulfonyloxy)phenyl]-N'-[3-(p-toluenesulfonyloxy)phenyl]urea CC1=CC=C(C=C1)S(=O)(=O)OC1=C(C=CC=C1)NC(=O)NC1=CC(=CC=C1)OS(=O)(=O)C1=CC=C(C)C=C1